[C@@H](C)(CC)C1=CC2=C(ONO2)C=C1 (R)-5-(sec-butyl)benzo[d][1,3]dioxazole